(S)-N-(1-(3-chlorophenyl)-2-hydroxyethyl)-4-(5-methoxy-1H-indazol-3-yl)-1H-pyrrole-2-carboxamide ClC=1C=C(C=CC1)[C@@H](CO)NC(=O)C=1NC=C(C1)C1=NNC2=CC=C(C=C12)OC